Ethyl ((S)-2-(2-(4-chlorophenyl)-2-methylpropanamido)-3,3-dimethylbutanoyl)-D-glutaminate ClC1=CC=C(C=C1)C(C(=O)N[C@H](C(=O)N[C@H](CCC(N)=O)C(=O)OCC)C(C)(C)C)(C)C